BrC1=C(C=CC=C1C(F)(F)F)C 2-bromo-1-methyl-3-(trifluoromethyl)benzene